4-((tert-butyldimethylsilyloxy)phenyl)-3-chloro-6,7-difluoroindol-2-one [Si](C)(C)(C(C)(C)C)OC1=C(C=CC=C1)C=1C2=C(C(N=C2C(=C(C1)F)F)=O)Cl